(Z)-3-((3-fluorophenoxy)methylene)isoindolin-1-one FC=1C=C(O\C=C\2/NC(C3=CC=CC=C23)=O)C=CC1